FC=1C=C(N)C=CC1OC=1C=NN2C1C=CC=C2 3-fluoro-4-pyrazolo[1,5-a]pyridin-3-yloxy-aniline